Methyl (2S)-2-[2-(tert-butoxycarbonylamino)ethylamino]hexanoate C(C)(C)(C)OC(=O)NCCN[C@H](C(=O)OC)CCCC